FC=1C(=C(C=CC1)C1=NC=CC=C1)F.FC=1C(=C(C=CC1)C1=NC=CC=C1)F.FC=1C(=C(C=CC1)C1=NC=CC=C1)F.[Ir+3] Iridium(III) Tris[(difluorophenyl)pyridine]